2-phenyl-3-vinyl-1-indenone C1(=CC=CC=C1)C=1C(C2=CC=CC=C2C1C=C)=O